methyl 3,3-dimethyl-2-((1-methyl-1H-pyrazol-4-yl)amino)butanoate CC(C(C(=O)OC)NC=1C=NN(C1)C)(C)C